2-amino-2-{2-[4-(3-benzyloxyphenylthio)-2-chlorophenyl]ethyl}-1,3-propanediol NC(CO)(CO)CCC1=C(C=C(C=C1)SC1=CC(=CC=C1)OCC1=CC=CC=C1)Cl